N1C[C@@H](CC1)OCCCCCC1=CC=C2CCCNC2=N1 (R)-7-(5-(pyrrolidin-3-yloxy)pentyl)-1,2,3,4-tetrahydro-1,8-naphthyridine